NC1=NC=2C3=C(C(CC2C=N1)(C)C)C(=NN3C3OCCCC3)C(=O)NC=3SC=C(N3)CC(=O)N3CCC(CC3)N3CC(CCC3)(C)C 8-amino-N-{4-[2-(3,3-dimethyl-1,4'-bipiperidin-1'-yl)-2-oxoethyl]-1,3-thiazol-2-yl}-4,4-dimethyl-1-(tetrahydro-2H-pyran-2-yl)-4,5-dihydro-1H-pyrazolo[4,3-H]quinazoline-3-carboxamide